5-(8-((4-chlorophenethyl)amino)imidazo[1,2-b]pyridazin-6-yl)pyrimidine-2,4(1H,3H)-dione ClC1=CC=C(CCNC=2C=3N(N=C(C2)C=2C(NC(NC2)=O)=O)C=CN3)C=C1